dichloroPalladium chloride Cl[Pd](Cl)Cl